N1=C(C=CC(=C1)CNC1=C2N=CN(C2=NC(=N1)C=1C=NC(=NC1)N)C(C)C)C=1C=NC=CC1 N-([2,3'-bipyridin]-5-ylmethyl)-2-(2-aminopyrimidin-5-yl)-9-isopropyl-9H-purin-6-amine